4-((1H-pyrazol-1-yl)methyl)-3-methoxy-N-((2-methyl-2,3-dihydrobenzofuran-7-yl)sulfonyl)benzamide N1(N=CC=C1)CC1=C(C=C(C(=O)NS(=O)(=O)C2=CC=CC=3CC(OC32)C)C=C1)OC